(2S,5R)-2-(N-(2-(1,1-dioxidotetrahydro-2H-thiopyran-4-yl) acetyl) carbamimidoyl)-7-oxo-1,6-diazabicyclo[3.2.1]octan-6-yl hydrogen sulfate S(=O)(=O)(ON1[C@@H]2CC[C@H](N(C1=O)C2)C(NC(CC2CCS(CC2)(=O)=O)=O)=N)O